BrC1=CC=CC=2C=3N(C=NC12)N=C(N3)C3=CC=NC=C3 7-bromo-2-(pyridin-4-yl)[1,2,4]triazolo[1,5-c]quinazolin